1,6-diaminohexane-3,4-diol NCCC(C(CCN)O)O